6-(4-((3'-methoxy-5'-(2-oxoazetidin-1-yl)-[1,1'-biphenyl]-4-yl)methyl)-2,5-dimethylthiophene-3-carboxamido)spiro[3.3]heptane-2-carboxylic acid COC=1C=C(C=C(C1)N1C(CC1)=O)C1=CC=C(C=C1)CC=1C(=C(SC1C)C)C(=O)NC1CC2(CC(C2)C(=O)O)C1